OC1=CC=C(C=C1)CC(C)=O p-hydroxyphenyl-acetone